2-ethyl-5,8-difluoro-3-((6-hydroxy-5-(trifluoromethyl)pyridin-2-yl)methyl)naphthalene-1,4-dione C(C)C=1C(C2=C(C=CC(=C2C(C1CC1=NC(=C(C=C1)C(F)(F)F)O)=O)F)F)=O